C(C1=CC=CC=C1)OC([C@@H](C)OC([C@H](CC(C)C)N(C)C(=O)OC(C)(C)C)=O)=O (2R)-1-(benzyloxy)-1-oxopropan-2-yl-(2S)-2-[[(tert-butoxy)carbonyl](methyl)amino]-4-methylpentanoate